2-(Piperidin-1-yl)Acetamide N1(CCCCC1)CC(=O)N